C(C)(C)C=1C(=NC=C(N1)C)C 3-isopropyl-2,5-dimethylpyrazine